Hydroxypropyl-Trimethylammonium platinum-indium [In+3].[Pt+2].OCCC[N+](C)(C)C